C(#N)C1=CC=C(COC2=CC=CC(=N2)C2CCN(CC2)CC2=NC3=C(N2C)C=C(C=C3)C(=O)O)C=C1 2-[(4-{6-[(4-cyanobenzyl)oxy]pyridin-2-yl}piperidin-1-yl)methyl]-1-methyl-1H-benzimidazole-6-carboxylic acid